7-fluoro-N-(2-(2-fluorophenyl)pyridin-4-yl)-6-nitroquinazolin-4-amine FC1=C(C=C2C(=NC=NC2=C1)NC1=CC(=NC=C1)C1=C(C=CC=C1)F)[N+](=O)[O-]